2-(2-methylimidazo[1,2-b]pyridazin-8-yl)acetonitrile CC=1N=C2N(N=CC=C2CC#N)C1